β-methyl-propiolactone CC1CC(=O)O1